C(C)(C)(C)C1=C(C(=CC=C1)C(C)(C)C)C1(C(C=CC=C1)N)N 1-(2,6-di-tert-butylphenyl)benzene-1,2-diamine